1-{[(2S,4S)-4-fluoro-4-(hydroxymethyl)-5-oxopyrrolidin-2-yl]methoxy}-7-(propan-2-yloxy)isoquinoline-6-carboxamide F[C@@]1(C[C@H](NC1=O)COC1=NC=CC2=CC(=C(C=C12)OC(C)C)C(=O)N)CO